BrCC(=O)NC(C[N+](CC)(CC)CC)CC1=CC=CC=C1 bromoacetamido-benzyl-tetraethylammonium